The molecule is a member of the class of imidazoles in which the hydrogen at position 1 is replaced by a 2-(allyloxy)-2-(2,4-dichlorophenyl)ethyl group. It is a member of imidazoles, an ether and a dichlorobenzene. C=CCOC(CN1C=CN=C1)C2=C(C=C(C=C2)Cl)Cl